Isopropyl ((S)-(4-(2-(5-((3,4-difluorophenyl)carbamoyl)-1,2,4-trimethyl-1H-pyrrol-3-yl)-2-oxoacetamido)butoxy)(phenoxy)phosphoryl)-L-alaninate FC=1C=C(C=CC1F)NC(=O)C1=C(C(=C(N1C)C)C(C(=O)NCCCCO[P@](=O)(OC1=CC=CC=C1)N[C@@H](C)C(=O)OC(C)C)=O)C